Cl.C(C)OC1=C(C(=O)N)C=CC=C1F 2-ethoxy-3-fluorobenzamide hydrochloride